OP(O)OP(O)O.C(CCCCCCC\C=C/CCCCCCCC)C(O)(C(CO)(CO)CO)CCCCCCCC\C=C/CCCCCCCC dioleyl-pentaerythritol diphosphite